1-((8-(4-fluorophenyl)-4-oxochroman-6-yl)methyl)-3-methyl-1,3-dihydro-2H-imidazole FC1=CC=C(C=C1)C=1C=C(C=C2C(CCOC12)=O)CN1CN(C=C1)C